C12=C(CCC(C1(C)C)C2)C.[Pb] lead pinene